(R)-N-(3-(5-Amino-4-(6-chloro-5-fluoro-2-oxo-1,2-dihydrospiro[benzo[d][1,3]oxazine-4,3'-piperidine]-1'-carbonyl)-1H-pyrazol-1-yl)phenyl)acetamide NC1=C(C=NN1C=1C=C(C=CC1)NC(C)=O)C(=O)N1C[C@@]2(CCC1)C1=C(NC(O2)=O)C=CC(=C1F)Cl